(E)-1-(6-((4-amino-5-(4-phenoxyphenyl)-7-(tetrahydrofuran-3-yl)-7H-pyrrolo[2,3-d]pyrimidin-6-yl)ethynyl)-2-azaspiro[3.3]heptan-2-yl)-4-(dimethylamino)but-2-en-1-one NC=1C2=C(N=CN1)N(C(=C2C2=CC=C(C=C2)OC2=CC=CC=C2)C#CC2CC1(CN(C1)C(\C=C\CN(C)C)=O)C2)C2COCC2